C(C)OC(C1=CC(=C(C(=C1)C(F)(F)F)C(NS(=O)(=O)C1(CC1)C)=O)F)=O.C(OC=1C=C2C(=CNC2=CC1)CC(N(C)C)([2H])[2H])([2H])([2H])[2H] 2-(5-(methoxy-d3)-1H-indol-3-yl)-N,N-dimethylethan-1-amine-1,1-d2 ethyl-3-fluoro-4-(((1-methylcyclopropyl)sulfonyl)carbamoyl)-5-(trifluoromethyl)benzoate